5-methyl-2,5-di-iso-propyl-1,3-cyclohexadiene CC1(C=CC(=CC1)C(C)C)C(C)C